C(C(C)C)C1=NC2=CC=CC=C2C=C1 2-ISOBUTYLQUINOLINE